Cl.FC(OC1(CCC1)C1=NN=C(O1)[C@@H]1CC[C@H](CO1)NC(OC(C)(C)C)=O)(F)F tert-butyl ((3R,6S)-6-(5-(3-cis-(trifluoromethoxy)cyclobutyl)-1,3,4-oxadiazol-2-yl)tetrahydro-2H-pyran-3-yl)carbamate HCl salt